1-bromo-5-ethyl-6-fluoro-4-(8-fluoro-2-(((2R,7aS)-2-fluorohexahydro-1H-pyrrolizin-7a-yl)methoxy)-4-(2,2,2-trifluoroethoxy)pyrido[4,3-d]pyrimidin-7-yl)naphthalen-2-ol BrC1=C(C=C(C2=C(C(=CC=C12)F)CC)C1=C(C=2N=C(N=C(C2C=N1)OCC(F)(F)F)OC[C@]12CCCN2C[C@@H](C1)F)F)O